N-(3-Cyano-5-(3-fluorobenzyl)-4,5,6,7-tetrahydrothieno[3,2-c]pyridin-2-yl)-2-(4-((difluoromethyl)sulfonyl)phenyl)acetamid C(#N)C1=C(SC2=C1CN(CC2)CC2=CC(=CC=C2)F)NC(CC2=CC=C(C=C2)S(=O)(=O)C(F)F)=O